tert-butyl 4-(3-chloro-5-nitrophenyl)piperazine-1-carboxylate ClC=1C=C(C=C(C1)[N+](=O)[O-])N1CCN(CC1)C(=O)OC(C)(C)C